(1-tetradecyl)trimethylammonium chloride [Cl-].C(CCCCCCCCCCCCC)[N+](C)(C)C